ClC=1C=C(NCC=2N=C(OC2)\C=C\C2=CC=C(C=C2)C(F)(F)F)C=CC1 (E)-3-chloro-N-((2-(4-(trifluoromethyl)styryl)oxazol-4-yl)methyl)aniline